CC(=O)C1=CC=CC=C1 The molecule is a methyl ketone that is acetone in which one of the methyl groups has been replaced by a phenyl group. It has a role as a photosensitizing agent, an animal metabolite and a xenobiotic.